FC1(C2=CC=CC=C2C=2C=CC=CC12)C(=O)N1[C@@H]([C@H]2[C@@H](C1)CCC2)C(=O)N[C@@H](C[C@@H]2C(NCC2)=O)C(CO)=O (1S,3aS,6aR)-2-(9-fluoro-9H-fluorene-9-carbonyl)-N-((S)-4-hydroxy-3-oxo-1-((R)-2-oxopyrrolidin-3-yl)butan-2-yl)octahydrocyclopenta[c]pyrrole-1-carboxamide